CCCCCCCC/C=C\CCCCCCCCCC(=O)OC[C@H](COP(=O)([O-])OCC[N+](C)(C)C)OC(=O)CCC/C=C\C/C=C\C/C=C\C/C=C\C/C=C\CC 1-(11Z-eicosenoyl)-2-(5Z,8Z,11Z,14Z,17Z-eicosapentaenoyl)-glycero-3-phosphocholine